ClC=1C(=C(C=C(C1)F)C=1C=CC=2N(C1)C=C(N2)NC(=O)C2C(C2)F)CO N-(6-(3-chloro-5-fluoro-2-(hydroxymethyl)phenyl)imidazo[1,2-a]pyridin-2-yl)-2-fluorocyclopropane-1-carboxamide